6-(4-chloropyridin-2-yl)-2-methyl-6-oxohexanoic acid methyl ester COC(C(CCCC(=O)C1=NC=CC(=C1)Cl)C)=O